OC(C(C)O)C1=C(C=C(C2=C1CCO2)C2=CC=C(C=C2)OC(F)(F)F)CNC(OC(C)(C)C)=O tert-butyl ((4-(cis-1,2-dihydroxypropyl)-7-(4-(trifluoromethoxy)phenyl)-2,3-dihydrobenzofuran-5-yl)methyl)carbamate